4-(1-benzyl-3-phenyl-1-trifluoromethylpropyl)anisole C(C1=CC=CC=C1)C(CCC1=CC=CC=C1)(C(F)(F)F)C1=CC=C(C=C1)OC